N(F)(F)F nitrogen tri-fluoride